(E)-1-(3-((2-(aminomethyl)-3-fluoroallyl)oxy)-4-chlorobenzyl)-2-thioxo-1,2,3,5-tetrahydro-4H-pyrrolo[3,2-d]pyrimidin-4-one hydrochloride Cl.NC/C(/COC=1C=C(CN2C(NC(C3=C2C=CN3)=O)=S)C=CC1Cl)=C\F